4-((tert-butyldiphenylsilyl)oxy)-3-methylbutanoate [Si](C1=CC=CC=C1)(C1=CC=CC=C1)(C(C)(C)C)OCC(CC(=O)[O-])C